BrC=1C=C(C=C2C(=NC=NC12)NC(C)C1=NC=NN1C1=CC=C(C=N1)C#N)OC(F)(F)F 6-[5-[1-[[8-bromo-6-(trifluoromethoxy)quinazolin-4-yl]amino]ethyl]-1,2,4-triazol-1-yl]pyridine-3-carbonitrile